4-(2-(6-(2,6-dichloro-4-(trifluoromethyl)phenyl)-4-methyl-1,1-dioxido-1,2,6-thiadiazinane-2-yl)acetamido)adamantane-1-carboxamide ClC1=C(C(=CC(=C1)C(F)(F)F)Cl)N1CC(CN(S1(=O)=O)CC(=O)NC1C2CC3(CC(CC1C3)C2)C(=O)N)C